N=1N(N=CC1)C1=CC=C(O[C@H]2C[C@H](N(C2)C2=CC=C(C(=O)O)C=C2)COC(F)F)C=C1 4-((2S,4S)-4-(4-(2H-1,2,3-triazol-2-yl)phenoxy)-2-((difluoromethoxy)methyl)pyrrolidin-1-yl)benzoic acid